ClC=1C2=CN(N=C2C=CC1B1OC(C(O1)(C)C)(C)C)C(F)F 4-chloro-2-(difluoromethyl)-5-(4,4,5,5-tetramethyl-1,3,2-dioxaborolan-2-yl)-2H-indazole